CC(CCN1CCC2(CN(C([C@@H](O2)C)=O)CC)CC1)(C)C (S)-9-(3,3-Dimethylbutyl)-4-ethyl-2-methyl-1-oxa-4,9-diazaspiro[5.5]undecan-3-on